N-((1-(4-(trifluoromethyl)phenyl)-2,3-dihydro-1H-pyrido[2,3-b][1,4]thiazin-3-yl)methyl)acetamide FC(C1=CC=C(C=C1)N1C2=C(SC(C1)CNC(C)=O)N=CC=C2)(F)F